(2R,5S)-4-((3,5-difluoropyridin-2-yl)methyl)-2,5-dimethylpiperazine-1-carboxylic acid tert-butyl ester C(C)(C)(C)OC(=O)N1[C@@H](CN([C@H](C1)C)CC1=NC=C(C=C1F)F)C